ONC(=O)[C@H]1[C@@H]2CC[C@H](CN1S(=O)(=O)C=1C=NC(=CC1)OC=1C=NC(=CC1)C)N2C(=O)OCCOC 2-methoxyethyl (1S,2R,5R)-2-(hydroxycarbamoyl)-3-((6-((6-methyl-pyridin-3-yl)oxy)-pyridin-3-yl)-sulfonyl)-3,8-diaza-bicyclo[3.2.1]octane-8-carboxylate